tert-butyl (5R,7S)-2,2-difluoro-7-(4-(methoxycarbonyl)phenyl)-8-azaspiro[4.5]decane-8-carboxylate FC1(C[C@@]2(CC1)C[C@H](N(CC2)C(=O)OC(C)(C)C)C2=CC=C(C=C2)C(=O)OC)F